5-ethyl-6-methylpyrimidine-2,4(1H,3H)-dione C(C)C=1C(NC(NC1C)=O)=O